(2R,3S)-2-(3-(7-bromo-1H-benzo[d]imidazol-1-yl)propyl)piperidin-3-ol dihydrochloride Cl.Cl.BrC1=CC=CC2=C1N(C=N2)CCC[C@H]2NCCC[C@@H]2O